FC1=CC=C(C=C1)NC(=O)C1(CC1)C(=O)NC1=CC=C(OC2=CC=NC3=CC(=C(C=C23)C(=O)O)OC)C=C1 4-[4-[[1-[(4-fluorophenyl)carbamoyl]-cyclopropanecarbonyl]amino]-phenoxy]-7-methoxyquinoline-6-carboxylic acid